(2S,5S)-2,5-bis(4-bromophenyl)-1-(4-(tert-butyl)phenyl)pyrrolidine BrC1=CC=C(C=C1)[C@H]1N([C@@H](CC1)C1=CC=C(C=C1)Br)C1=CC=C(C=C1)C(C)(C)C